3-(3-((2-(5-((4,6-difluoro-1H-indol-5-yl)oxy)-2-fluorophenyl)-1H-imidazol-5-yl)methyl)-2,5-difluorophenyl)propanoic acid FC1=C2C=CNC2=CC(=C1OC=1C=CC(=C(C1)C=1NC(=CN1)CC=1C(=C(C=C(C1)F)CCC(=O)O)F)F)F